NC1=CC(=NC=N1)NC1=CC(=C2N(C1=O)C1(CNCC3=CC=C(C=C13)F)NC2=O)Cl 6-((6-aminopyrimidin-4-yl)amino)-8-chloro-6'-fluoro-2',3'-dihydro-1'H,2H-spiro[imidazo[1,5-a]pyridine-3,4'-isoquinoline]-1,5-dione